FC1=C(C=CC=C1)NC([C@@H](C1=CC=CC=C1)O)=O (R)-N-(2-fluorophenyl)-2-hydroxy-2-phenylacetamide